ClC1=CC(=CC=2N(C(N(C21)C2CC(C2)(C)O)=O)COCC[Si](C)(C)C)B2OC(C(O2)(C)C)(C)C 4-chloro-3-(cis-3-hydroxy-3-methylcyclobutyl)-6-(4,4,5,5-tetramethyl-1,3,2-dioxaborolan-2-yl)-1-{[2-(trimethylsilyl)ethoxy]methyl}-1,3-benzodiazol-2-one